(R)-(-)-tetrahydro-furfurylamine C([C@H]1CCCO1)N